C(C)(=O)O[C@H]1CC[C@@]2(C3CC[C@@]4(C(=CCC4C3CC=C2C1)N1C=NC(=C1)Br)C)C (3S,10R,13S)-17-(4-Bromo-1H-imidazol-1-yl)-10,13-dimethyl-2,3,4,7,8,9,10,11,12,13,14,15-dodecahydro-1H-cyclopenta[a]phenanthren-3-yl acetate